N(=C=O)C(C)(C)C1=CC(=CC=C1)C(C)(C)N=C=O 1,3-bis(2-isocyanatoprop-2-yl)-benzene